2,5-dihydro-1,2,4-oxadiazol-5-one O1NC=NC1=O